(R)-3-(9H-fluoren-9-ylmethoxycarbonylamino)-3-phenylpropanoic acid lithium salt [Li+].C1=CC=CC=2C3=CC=CC=C3C(C12)COC(=O)N[C@H](CC(=O)[O-])C1=CC=CC=C1